(2S,4S)-1-((R)-2-amino-3-cyclohexylpropionyl)-4-azidopyrrolidine-2-carboxylic acid methyl ester hydrochloride Cl.COC(=O)[C@H]1N(C[C@H](C1)N=[N+]=[N-])C([C@@H](CC1CCCCC1)N)=O